5-bromo-N-(2,4-dimethoxybenzyl)isoquinoline-1-amine BrC1=C2C=CN=C(C2=CC=C1)NCC1=C(C=C(C=C1)OC)OC